ClC=1C(=C(C=CC1)NC1=C(NC2=C1C(NCC2)=O)C2=C(C=NC=C2)OC[C@H]2CNCCO2)OC 3-[(3-chloro-2-methoxyphenyl)amino]-2-{3-[(2R)-morpholin-2-ylmethoxy]pyridin-4-yl}-1H,5H,6H,7H-pyrrolo[3,2-c]pyridin-4-one